C1(=CC=CC=C1)[C@H]([C@H]1CNC2=CC=CN=C2C1)NC[C@@H](C)C=1C=C(C=CC1)[C@H](C(=O)O)C |o1:19,27| (R or S)-2-(3-((S or R)-1-(((S)-phenyl((R)-1,2,3,4-tetrahydro-1,5-naphthyridin-3-yl)methyl)amino)propan-2-yl)phenyl)propanoic acid